(2R)-N-((S)-(3-chloro-2,4-difluorophenyl)(6-cyclopropyl-pyridin-3-yl)methyl)-2-methyl-3-oxopiperazine-1-carboxamide ClC=1C(=C(C=CC1F)[C@@H](NC(=O)N1[C@@H](C(NCC1)=O)C)C=1C=NC(=CC1)C1CC1)F